N-[4-(4-amino-2-ethyl-1H-imidazo[4,5-c]quinolin-1-yl)butyl]cyclohexanecarboxamide NC1=NC=2C=CC=CC2C2=C1N=C(N2CCCCNC(=O)C2CCCCC2)CC